(6-(2-Azaspiro[3.3]heptan-2-yl)pyridin-3-yl)boronic acid C1N(CC12CCC2)C2=CC=C(C=N2)B(O)O